CC1(CC(C1)NC1=NC=CC(=C1)OC1=CC(=C(C=C1)NC1=NC=NC2=CC(=C(C=C12)NC1CCN(CC1)C(C=C)=O)OC)F)C 1-(4-((4-((4-((2-((3,3-dimethylcyclobutyl)amino)pyridin-4-yl)oxy)-2-fluorophenyl)amino)-7-methoxyquinazolin-6-yl)amino)piperidin-1-yl)prop-2-en-1-one